Cl[Si](Cl)(Cl)[Ge-]([Si](Cl)(Cl)Cl)[Si](Cl)(Cl)Cl tri(trichlorosilyl)germanide